FC1=CC2=C(N(C(=N2)CC(CC(C)(C)C)C)CN2C(CC(C2)CCC)=O)C=C1 1-{[5-fluoro-2-(2,4,4-trimethylpentyl)-1H-benzimidazol-1-yl]methyl}-4-propylpyrrolidin-2-one